FC1=C(C=C(C(=C1)[Si](C)(C)C)F)NC(C(C1=CC=C(C=C1)OC)NC(CN1N=CC2=CC=CC=C12)=O)=O N-(2,5-difluoro-4-(trimethylsilyl)phenyl)-2-((1H-indazol-1-ylacetyl)amino)-2-(4-methoxyphenyl)acetamide